tert-butyl ((5-(methoxymethyl)thiazol-2-yl)methyl)carbamate COCC1=CN=C(S1)CNC(OC(C)(C)C)=O